O=C1N(C2=C(N1C1C(NC(CC1)=O)=O)C=CC(=C2)C2CCNCC2)C2CCOCC2 3-(2-oxo-5-(piperidin-4-yl)-3-(tetrahydro-2H-pyran-4-yl)-2,3-dihydro-1H-benzo[d]imidazol-1-yl)piperidine-2,6-dione